COC(=O)[C@@H]1CN(CC[C@@H]1N)C(C)(C)C |r| rac-[R,S]-4-amino-1-(tert-butyl)piperidine-3-carboxylic acid methyl ester